C(CC)[C@H]1CCCC[C@H](N1)[C@H](O)C=1C=NC=C(C1)F (R)-[(2S,7S)-7-propyl-2-azepanyl](5-fluoro-3-pyridyl)methanol